5,7,8-trifluoro-3-[(triisopropylsilyl)oxy]naphthalen-1-ol FC1=C2C=C(C=C(C2=C(C(=C1)F)F)O)O[Si](C(C)C)(C(C)C)C(C)C